NC=1NC(C=2N(C(N(C2N1)[C@@H]1O[C@@H](C[C@H]1O)CO)=O)CC=1C=CSC1)=O 4-((2-Amino-9-((2R,3R,5S)-3-hydroxy-5-(hydroxymethyl)tetrahydrofuran-2-yl)-6,8-dioxo-1,6,8,9-tetrahydro-7H-purin-7-yl)methyl)thiophen